C(C)(=O)OCC=CCCC hex-2-enyL acetate